tert-butyl 2-(7-(8-((1S,2R)-2-fluorocyclopropane-1-carbonyl)-3,8-diazabicyclo[3.2.1]octan-3-yl)-3H-imidazo[4,5-b]pyridin-2-yl)morpholine-4-carboxylate F[C@H]1[C@@H](C1)C(=O)N1C2CN(CC1CC2)C2=C1C(=NC=C2)NC(=N1)C1CN(CCO1)C(=O)OC(C)(C)C